5-phenyl-1,4-diazepan-2-one C1(=CC=CC=C1)C1NCC(NCC1)=O